[(5S,7S)-7-fluoro-5-phenyl-6,7-dihydro-5H-pyrrolo[1,2-b][1,2,4]triazol-2-yl]methanone F[C@H]1C[C@H](N2N=C(N=C21)C=O)C2=CC=CC=C2